1-(4-(3-fluoro-5-(trifluoromethyl)benzyl)pyridin-2-yl)-3-methyl-1,5,6,7-tetrahydro-4H-pyrazolo[4,3-c]pyridin-4-one FC=1C=C(CC2=CC(=NC=C2)N2N=C(C=3C(NCCC32)=O)C)C=C(C1)C(F)(F)F